C=C1OC(OC1)(C)C 4-methylen-2,2-dimethyl-1,3-dioxolan